[NH4+].N(=O)N(O)C1=CC=CC=C1 N-nitrosophenylhydroxyamine ammonium salt